3-((2-(7-bromobenzofuran-5-yl-2,3-d2)-2-hydroxyethyl)(methyl)amino)-2-hydroxybenzene BrC1=CC(=CC=2C(=C(OC21)[2H])[2H])C(CN(C=2C(=CC=CC2)O)C)O